(E)-1-(3-bromo-2-hydroxyphenyl)-3-(2,4-dichlorophenyl)prop-2-en-1-one BrC=1C(=C(C=CC1)C(\C=C\C1=C(C=C(C=C1)Cl)Cl)=O)O